3-((5-fluorobenzo[c][1,2,5]thiadiazol-4-yl)methyl)-1,1-dimethylurea FC1=C(C=2C(=NSN2)C=C1)CNC(N(C)C)=O